tert-butyl 6-(2-acetylaminoethoxy)-1,2,3,4-tetrahydro-2-isoquinolinecarboxylate C(C)(=O)NCCOC=1C=C2CCN(CC2=CC1)C(=O)OC(C)(C)C